F[C@H]1C[C@H](N(C1)C(CN1C[C@H](CC1)NC=1C=C2C=CC=NC2=C(C1)C(F)(F)F)=O)C#N (2S,4S)-4-fluoro-1-[2-[(3S)-3-[[8-(trifluoromethyl)-6-quinolinyl]amino]pyrrolidin-1-yl]acetyl]pyrrolidine-2-carbonitrile